C(C1=CC=CC=C1)C1C2C3(NCC1CC3CN2CC(C)C)C(=O)N 7-benzyl-1-isobutyloctahydro-1H-3,6-methanopyrrolo[3,2-b]pyridine-3a-carboxamide